methyl (2R)-3-tert-butoxy-2-(4,7-dibenzyl-1,4,7,10-tetraazacyclododecan-1-yl)propanoate C(C)(C)(C)OC[C@H](C(=O)OC)N1CCN(CCN(CCNCC1)CC1=CC=CC=C1)CC1=CC=CC=C1